ClC=1C=CC(=C(C1)C1=C2C(=NC(=C1)C)C(=CS2)C(=O)OC(C)C)OCCN2C(=NC=1CCC(CC1C2=O)N2CCC(CC2)OC(F)(F)F)C(F)(F)F isopropyl 7-[5-chloro-2-[2-[4-oxo-6-[4-(trifluoromethoxy)-1-piperidyl]-2-(trifluoromethyl)-5,6,7,8-tetrahydroquinazolin-3-yl]ethoxy]phenyl]-5-methyl-thieno[3,2-b]pyridine-3-carboxylate